2-amino-3-methyl-1-butanoL NC(CO)C(C)C